CNC1=CC=C(C=C1)C=1C=CC=C2C=NC(=NC12)NC1=CC(=CC=C1)N1CCN(CC1)C 8-(4-(methylamino)phenyl)-N-(3-(4-methylpiperazin-1-yl)phenyl)quinazolin-2-amine